ClC1=C(C(=CC(=C1)F)F)NC=1N(C2=NC(=NC=C2N1)N[C@@H]1[C@@H](COCC1)F)C1CCC(CC1)C(=O)N (1R,4s)-4-(8-(2-chloro-4,6-difluorophenylamino)-2-((3S,4S)-3-fluorotetrahydro-2H-pyran-4-ylamino)-9H-purin-9-yl)cyclohexanecarboxamide